C(C)(C)(C)OC(=O)N1C[C@@H](O[C@@H](C1)CO)CC (2S,6S)-2-ethyl-6-(hydroxymethyl)morpholine-4-carboxylic acid tert-butyl ester